ClC1=C(C=CC(=C1)Cl)C1(C=NC(NC1=O)SCC1=NC=2N(C(=C1)NC1=CC(=C(C(=C1)Cl)Cl)Cl)N=CN2)C#N 5-(2,4-dichlorophenyl)-6-oxo-2-(((7-((3,4,5-trichlorophenyl)amino)-[1,2,4]triazolo[1,5-a]pyrimidin-5-yl)methyl)thio)-1,6-dihydropyrimidine-5-carbonitrile